C(C1CO1)N(C1=CC=C(C=C1)OCC1CO1)CC1CO1 N,N-bis(2,3-epoxypropyl)-4-(2,3-epoxypropoxy)aniline